(E)-3-(2-(4-((cyclohexylmethyl)amino)piperidin-1-yl)phenyl)-N-hydroxyacrylamide C1(CCCCC1)CNC1CCN(CC1)C1=C(C=CC=C1)/C=C/C(=O)NO